N(=[N+]=[N-])[C@](C)(CC)C1=CN=C(C2=CN=C(C=C12)Cl)O[C@H](C)CC(C)(SC)C 4-((R)-2-azidobutan-2-yl)-6-chloro-1-(((R)-4-methyl-4-(methylthio)pentan-2-yl)oxy)-2,7-naphthyridine